COC1=CC=C(C=C1OC)C 2,3-dimethoxy-5-methylbenzene